N,N'-(Pyridine-3,4-diyl)bis(2,2,2-trifluoroacetamide), trifluoroacetic acid salt FC(C(=O)O)(F)F.N1=CC(=C(C=C1)NC(C(F)(F)F)=O)NC(C(F)(F)F)=O